CS(=O)(=O)CC=1C(=NC=C(C1)C1=NOC(=N1)C(F)(F)F)C=O 3-((methylsulfonyl)methyl)-5-(5-(trifluoromethyl)-1,2,4-oxadiazol-3-yl)picolinaldehyde